CN(S(=O)(=O)C1=C(C(=O)O)C=CC(=C1)NCCCC(F)(F)F)C (dimethylsulfamoyl)-4-(4,4,4-trifluorobutylamino)benzoic acid